C1(CCCCC1)NCCS(=O)(=O)O L-2-cyclohexylaminoethanesulfonic acid